N,N,N-trimethyl-2-hydroxyhexadecyl-ammonium chloride [Cl-].C[N+](C)(C)CC(CCCCCCCCCCCCCC)O